C1(CC1)C1=NN(C=N1)C1CC2(CN(C2)C(=O)N2CC3(C2)CC(C3)OC3=NC=CC(=N3)C(F)(F)F)C1 [6-(3-cyclopropyl-1,2,4-triazol-1-yl)-2-azaspiro[3.3]heptan-2-yl]-[6-[4-(trifluoromethyl)pyrimidin-2-yl]oxy-2-azaspiro[3.3]heptan-2-yl]methanone